C(=O)(O)[C@@H](O)[C@H](O)C(=O)O.C(C)OC([C@@H](NC1=CC=C(C=C1)C)CO)=O p-tolylserine ethyl ester D-tartrate